CCCC[C@@H](/C=C\\C/C=C\\C/C=C\\C/C=C\\CCCC(=O)O)O The molecule is a 16-HETE in which the chiral centre at position 16 has S-configuration. It has a role as an anti-inflammatory agent and a human xenobiotic metabolite. It is a conjugate acid of a 16(S)-HETE(1-). It is an enantiomer of a 16(R)-HETE.